isopropylphenyl-silane C(C)(C)[SiH2]C1=CC=CC=C1